C(CCC)SC=1C=C2C(=CNC2=CC1)CCNC(C)=O N-[2-(5-Butylthio-1H-indol-3-yl)ethyl]acetamide